OC(=O)C1(O)C[C@H](O)[C@@H](N)[C@@H](O1)[C@H](O)[C@H](O)CO neuraminic acid